C(#N)C=1N=C(NC1C#N)C(F)(F)F 4,5-dicyano-2-(trifluoromethyl)imidazole